FC=1C=C(CC=2C=C3C(=NNC3=CC2)NC(C2=C(C=C(C=C2)N2CCN(CC2)C(CCCCCNC=2C=C3C(N(C(C3=CC2)=O)C2C(NC(CC2)=O)=O)=O)=O)NC2CCOCC2)=O)C=C(C1)F N-(5-(3,5-difluorobenzyl)-1H-indazol-3-yl)-4-(4-(6-((2-(2,6-dioxopiperidin-3-yl)-1,3-dioxoisoindolin-5-yl)amino)hexanoyl)piperazin-1-yl)-2-((tetrahydro-2H-pyran-4-yl)amino)benzamide